5-((4-(3-ethyl-2-(1H-pyrazolo[3,4-b]pyridin-4-yl)-1H-indol-5-yl)piperidin-1-yl)methyl)thiazole C(C)C1=C(NC2=CC=C(C=C12)C1CCN(CC1)CC1=CN=CS1)C1=C2C(=NC=C1)NN=C2